N1(CCN(CCCNCCC1)CC=1C(=C(C(=O)NC(CO)O)C=C(C1)C)O)CC=1C(=C(C(=O)NC(CO)O)C=C(C1)C)O 3,3'-[1,4,8-triazacycloundecane-1,4-diylbis(methylene)]bis[N-(1,2-dihydroxyethyl)-2-hydroxy-5-methylbenzamide]